C1NCC2=CC=CC=C12 (+)-(5'R)-isoindoline